N-(4-(3-(2,7-diazaspiro[4.4]nonan-2-yl)pyridin-4-yl)-2-methylbenzyl)-1-(tert-butyl)-1,2,3-triazole-4-carboxamide hydrochloride Cl.C1N(CCC12CNCC2)C=2C=NC=CC2C2=CC(=C(CNC(=O)C=1N=NN(C1)C(C)(C)C)C=C2)C